C(C)(=O)N[C@@H](CSCC(C)O)C(=O)O N-acetyl-S-(2-hydroxypropyl)-L-cysteine